2-(6-cyano-2H-indazol-2-yl)-2-(5-methoxy-7-methyl-1H-indol-4-yl)acetic acid C(#N)C=1C=CC2=CN(N=C2C1)C(C(=O)O)C1=C2C=CNC2=C(C=C1OC)C